N-[7-(2,5-Dihydrofuran-3-yl)-4-methoxy-[1,3]thiazolo[4,5-c]pyridin-2-yl]-8-oxa-2-azaspiro[4.5]decan-2-carboxamid O1CC(=CC1)C=1C2=C(C(=NC1)OC)N=C(S2)NC(=O)N2CC1(CC2)CCOCC1